FC=1C=C(C=CC1OC1=CC=CC=C1)C1CCCN2C1=NS(CC2)(=O)=O 9-(3-fluoro-4-phenoxyphenyl)-3,4,6,7,8,9-hexahydropyrido[2,1-c][1,2,4]thiadiazine 2,2-dioxide